[Fe].[Zn].[Pb] lead-zinc iron